2-(tert-butyl)-N-(4-(6-(1-(2,2-difluoroethyl)-1H-pyrazol-4-yl)pyrrolo[2,1-f][1,2,4]triazin-4-yl)-2-(difluoromethyl)benzyl)oxazole-4-carboxamide C(C)(C)(C)C=1OC=C(N1)C(=O)NCC1=C(C=C(C=C1)C1=NC=NN2C1=CC(=C2)C=2C=NN(C2)CC(F)F)C(F)F